N-(1-cyanocyclopropyl)-3-(5-(difluoromethyl)-1,3,4-thiadiazol-2-yl)-8-((3-(trifluoromethoxy)cyclopentyl)amino)imidazo[1,5-a]pyridine-6-sulfonamide C(#N)C1(CC1)NS(=O)(=O)C=1C=C(C=2N(C1)C(=NC2)C=2SC(=NN2)C(F)F)NC2CC(CC2)OC(F)(F)F